2-(2-(((1H-naphtho[2,3-d]imidazol-2-yl)methyl)amino)ethyl)-N-((3-fluoropyridin-2-yl)methyl)oxazole-4-carboxamide N1C(=NC2=C1C=C1C=CC=CC1=C2)CNCCC=2OC=C(N2)C(=O)NCC2=NC=CC=C2F